OC1=CC=C2C(=CC(OC2=C1C(=O)O)=O)CCC 7-Hydroxy-4-propyl-2-oxo-2H-chromene-8-carboxylic acid